CC1=CC=CC=2C(=N[C@@H](C(NC21)=O)NC([C@@H]([C@@H](C(=O)N)CCC(F)(F)F)CCC(F)(F)F)=O)C2=CC(=CC=C2)C(F)(F)F (2R,3S)-N-((3S)-9-methyl-2-oxo-5-(3-(trifluoromethyl)phenyl)-2,3-dihydro-1H-1,4-benzodiazepin-3-yl)-2,3-bis(3,3,3-trifluoropropyl)succinamide